7-(3-(3,4-difluorophenyl)-7,8-dihydro-1,6-naphthyridin-6(5H)-yl)-2-(methoxymethyl)-8-methyl-4H-pyrimido[1,2-b]pyridazin-4-one FC=1C=C(C=CC1F)C=1C=NC=2CCN(CC2C1)C=1C(=CC=2N(N1)C(C=C(N2)COC)=O)C